O=C1NC(CCC1N1C(C2=CC=C(C=C2C1=O)NCCCCCCCCCC(=O)N)=O)=O 10-((2-(2,6-dioxopiperidin-3-yl)-1,3-dioxoisoindolin-5-yl)amino)decanoamide